[Cl-].BrC=1C=C2C3=C(NC2=CC1)C=1[N+](C=C3)=CN(C1C1=C(C=CC=C1)Br)C1=CC=CC=C1 8-Bromo-1-(2-bromophenyl)-2-phenyl-2,11-dihydroimidazo[1',5':1,2]pyrido[3,4-b]indol-4-ium chloride